C(N)(=O)C=1C=C2C(=CN=C(C2=CC1OC(C)C)OC[C@H]1NC(CC1)=O)C#CC1(CCN(CC1)C(=O)OC(C)(C)C)O tert-butyl (S)-4-((6-carbamoyl-7-isopropoxy-1-((5-oxopyrrolidin-2-yl)methoxy)isoquinolin-4-yl)ethynyl)-4-hydroxypiperidine-1-carboxylate